C1(CC1)CS(=O)(=O)C1=NC=2N(C(N(C(C2N1C)=O)C)=O)CC#CC1=CC(=CC=C1)OC 8-((cyclopropylmethyl)sulfonyl)-3-(3-(3-methoxyphenyl)prop-2-yn-1-yl)-1,7-dimethyl-3,7-dihydro-1H-purine-2,6-dione